N-(2-bromo-4-(perfluoropropan-2-yl)-6-(trifluoromethyl)phenyl)-N-(methoxycarbonyl)-2-fluoro-3-((hydroxy)(6-fluoropyridine-3-carbonyl)amino)benzamide BrC1=C(C(=CC(=C1)C(C(F)(F)F)(C(F)(F)F)F)C(F)(F)F)N(C(C1=C(C(=CC=C1)N(C(=O)C=1C=NC(=CC1)F)O)F)=O)C(=O)OC